N-(3-(6-methoxypyrazin-2-yl)-4-methylphenyl)-3-methyl-6-azabicyclo[3.1.1]heptane-6-carboxamide COC1=CN=CC(=N1)C=1C=C(C=CC1C)NC(=O)N1C2CC(CC1C2)C